C1(CC1)[C@@H]1N(CC[C@H](C1)O)C=1C=CC(=NC1C#N)C=1C(=NC=CC1)OCC |r| rac-5-[trans-2-cyclopropyl-4-hydroxypiperidin-1-yl]-2'-ethoxy-[2,3'-bipyridine]-6-carbonitrile